C(C)(C)OC=1C=CC=2C(N1)=NN(C2)C2CCN(CC2)C(=O)OC(C)(C)C tert-butyl 4-(6-isopropoxypyrazolo[3,4-b]pyridin-2-yl)piperidine-1-carboxylate